Triisobutylphosphate C(C(C)C)OP(=O)(OCC(C)C)OCC(C)C